l-β-hydroxyethyloxy-2-β-hydroxyethylamino-5-nitrobenzene OCCOC1=C(C=CC(=C1)[N+](=O)[O-])NCCO